(3R,4R,5S)-4-acetamido-5-((5-fluoro-[1,1'-biphenyl]-3-yl)methyl)amino-3-(pentan-3-yloxy)cyclohex-1-en-1-carboxylic acid C(C)(=O)N[C@H]1[C@@H](C=C(C[C@@H]1NCC=1C=C(C=C(C1)F)C1=CC=CC=C1)C(=O)O)OC(CC)CC